FC=1C=CC=C2[C@@H](N(C(=NC12)N1CCN(CC1)C1=CC(=CC=C1)OC)C1=C(C=CC(=C1)C(F)(F)F)OC)CC(=O)O (S)-{8-fluoro-2-[4-(3-methoxyphenyl)piperazin-1-yl]-3-(2-methoxy-5-trifluoromethylphenyl)-3,4-dihydro-quinazolin-4-yl}acetic acid